1-(3-((7-methoxy-4-((4-methoxy-3'-(trifluoromethyl)-[1,1'-biphenyl]-3-yl)amino)quinazolin-6-yl)oxy)azetidin-1-yl)prop-2-en-1-one COC1=C(C=C2C(=NC=NC2=C1)NC=1C=C(C=CC1OC)C1=CC(=CC=C1)C(F)(F)F)OC1CN(C1)C(C=C)=O